R-2-[5-(ethylsulfonimidoyl)-6-[3-methyl-6-(trifluoromethyl)imidazo[4,5-c]pyridin-2-yl]-3-pyridyl]-2-methyl-propanenitrile C(C)[S@](=O)(=N)C=1C=C(C=NC1C1=NC2=C(C=NC(=C2)C(F)(F)F)N1C)C(C#N)(C)C